6-methoxy-2,3-dihydrophthalazine COC1=CC2=CNNC=C2C=C1